C(C)(C)(C)[C@@H]1N=C(OC1)C1=C(N)C=CC=C1 (S)-2-(4-(tert-butyl)-4,5-dihydrooxazol-2-yl)aniline